NC1=C(C=C(C2=CC=CC=C12)O)C 4-amino-3-methyl-1-naphthol